3-sec-butyl-1-isobutyl-5-tert-butyl-4-hydroxy-pyrazole C(C)(CC)C1=NN(C(=C1O)C(C)(C)C)CC(C)C